C[SiH](C)[Zr](C1=C(C=CC=2C3=CC=CC=C3CC12)C)C1=C(C=CC=2C3=CC=CC=C3CC12)C dimethylsilylbis(2-methylfluorenyl)zirconium